tert-butyl (7aR)-4-bromo-5-chloro-2-methyl-13-oxo-2,7a,8,10,11,13-hexahydropyrazino[2',1':3,4][1,4]oxazepino[7,6-g]indazole-9(7H)-carboxylate BrC=1C2=CN(N=C2C2=C(C1Cl)OC[C@@H]1N(C2=O)CCN(C1)C(=O)OC(C)(C)C)C